1-methyl-4-(phenyl-(tetrahydro-2H-pyran-4-yl)methyl)-1,4-dihydropyrazolo[3',4':4,5]pyrrolo[3,2-b]pyridine CN1N=CC2=C1C1=NC=CC=C1N2C(C2CCOCC2)C2=CC=CC=C2